CC1=CC=CC(=N1)C1=C(C=NN1)C=1C=C2C=C(C=NC2=CC1)C(=O)OC[C@H]1NCCCC1 [(2S)-2-piperidyl]methyl 6-[5-(6-methyl-2-pyridyl)-1H-pyrazol-4-yl]quinoline-3-carboxylate